ClC1=C(C=CC(=C1)Cl)C=1C(NC(C1C1=CN(C2=CC=CC=C12)C)=O)=O 3-(2,4-dichlorophenyl)-4-(1-methylindol-3-yl)pyrrole-2,5-dione